FC1=C(C(=CC(=C1)C(=O)C1=CC=C2C(=CC=CN12)C1=CC2=C(N(C=N2)C)C=C1C(F)(F)F)F)C(C(=O)N)=CCNC(COC)(C)C 2,6-difluoro-4-(8-(1-methyl-6-(trifluoromethyl)-1H-benzo[d]imidazol-5-yl)indolizine-3-carbonyl)phenyl-4-((1-methoxy-2-methylpropan-2-yl)amino)but-2-enamide